N-AcrylamidoMethionine methyl-undecylaminopropionate CC(C(=O)O)(C)NCCCCCCCCCCC.C(C=C)(=O)NN[C@@H](CCSC)C(=O)O